FC1=C(C=C(C=C1C)C(F)(F)F)NC(N(C1CC2(CN(C2)C(=O)C2=C3N(N=C2)C=CN3C)C1)C)=O 3-(2-fluoro-3-methyl-5-(trifluoromethyl)phenyl)-1-methyl-1-(2-(1-methyl-1H-imidazo[1,2-b]pyrazole-7-carbonyl)-2-azaspiro[3.3]heptan-6-yl)urea